N1C(=NC2=C1C=CC=C2)C2=CC(=NN2)NC(=O)C=2C=NC(=CC2)N2CC(N(CC2)C)=O N-[5-(1H-benzimidazol-2-yl)-1H-pyrazol-3-yl]-6-(4-methyl-3-oxo-piperazin-1-yl)pyridine-3-carboxamide